COCCOCCOCCOCCBr Triethylene glycol 2-bromoethyl methyl ether